CN1CC=2N(CC1)N=C(C2)C(=O)OC methyl 5-methyl-4,5,6,7-tetrahydropyrazolo[1,5-a]pyrazine-2-carboxylate